ClCC(CNC1=CC=CC2=CC=C(C=C12)C1=NC=CC=C1)O 1-chloro-3-{[7-(pyridin-2-yl)naphthalen-1-yl]amino}propan-2-ol